12-(R),13-(S)-epoxy-9-cis-octadecenoic acid C(C=CCCCCCCCC[C@@H]1[C@H](CCCCC)O1)(=O)O